OC(=O)[C@H]1CN(C)[C@@H]2CC3=CNC4=CC=CC(C2=C1)=C34 anti-lysergic acid